C(C)(=O)N(C1=CC=C(C=C1)C1=CC=C(C=N1)C(=O)NCC=1C=NC=CC1)CC1CC(C1)(F)F 6-[4-[acetyl-[(3,3-difluorocyclobutyl)methyl]amino]phenyl]-N-(3-pyridylmethyl)pyridine-3-carboxamide